C(#C)C1=C2C(=CC(=C(C2=CC=C1F)F)O)C1=C(C=2N=C(N=C(C2C(=N1)OC)N1CCOCCC1)OC[C@]12[C@H](N(CCC1)C)CCC2)F 5-ethynyl-1,6-difluoro-4-(8-fluoro-5-methoxy-2-(((4aS,7aR)-1-methyloctahydro-4aH-cyclopenta[b]pyridin-4a-yl)methoxy)-4-(1,4-oxazepan-4-yl)pyrido[4,3-d]pyrimidin-7-yl)naphthalen-2-ol